NC=1C=2N(C3=CC(=CC=C3N1)C=O)C=NC2 (4-aminoimidazo[1,5-a]quinoxaline-8-yl)methanone